C1(=CC=CC=C1)OP(OC1=CC=CC=C1)(=O)C(N)C methyl-aminomethyl-phosphonic acid diphenyl ester